(Z)-methyl 3-((N-cyclohexyl-N'-(ethoxycarbonyl)carbamimidoyl)thio)-2-oxopropanoate C1(CCCCC1)N/C(=N/C(=O)OCC)/SCC(C(=O)OC)=O